1-(5-(3-cyclohexyl-1,2,4-oxadiazol-5-yl)-2-azabicyclo[2.2.1]heptan-2-yl)-2-(3-methyl-1,2,4-oxadiazol-5-yl)ethan-1-one C1(CCCCC1)C1=NOC(=N1)C1C2CN(C(C1)C2)C(CC2=NC(=NO2)C)=O